COC=1C=C(C[C@H]2CCC(=O)O2)C=CC1OC (R)-4-(3,4-dimethoxybenzyl)-butyrolactone